ClC=1C=C(C=CC1C(=O)N1CC2(C1)CC(C2)C(=O)N2C[C@@H](NCC2)CO)NC(=O)C=2N(C(=CN2)C2=C(C(=C(C=C2)OC)F)F)C N-[3-chloro-4-[6-[(3R)-3-(hydroxymethyl)piperazine-1-carbonyl]-2-azaspiro[3.3]heptane-2-carbonyl]phenyl]-5-(2,3-difluoro-4-methoxy-phenyl)-1-methyl-imidazole-2-carboxamide